1,1-di-(t-amylperoxy)cyclohexane C(C)(C)(CC)OOC1(CCCCC1)OOC(C)(C)CC